ClC1=CC(=CC=2N1N=C(C2)C)N 7-Chloro-2-methyl-pyrazolo[1,5-a]pyridin-5-amine